CC1=CC=C(C=C1)S(=O)(=O)OCCC1=NN2C(=NC=3C=C(C(=CC3C2=N1)F)OC)N (5-amino-9-fluoro-8-methoxy-[1,2,4]triazolo[1,5-c]quinazolin-2-yl)ethyl 4-methylbenzenesulfonate